ClC=1C=C2C=NN(C2=CC1[C@@H]1[C@H](CN(CC1)C1COC1)F)C=1C=NN(C1)C |o1:10| (R,R or S,S)-5-chloro-6-(3-fluoro-1-(oxetan-3-yl)piperidin-4-yl)-1-(1-methyl-1H-pyrazol-4-yl)-1H-indazole